tert-butyl 3-(2-((((benzyloxy)carbonyl)amino)methyl)pyridin-4-yl)-4,4-difluoropiperidine-1-carboxylate C(C1=CC=CC=C1)OC(=O)NCC1=NC=CC(=C1)C1CN(CCC1(F)F)C(=O)OC(C)(C)C